C(C)(=O)C1(CC(C(=O)O)=CC(C1(O)C(C)=O)(O)C(C)=O)O 3,4,5-triacetyl-gallic acid